6-[[(2S,3S,4R,5R)-3-(3,4-difluoro-2-methoxy-phenyl)-4,5-dimethyl-5-(trifluoromethyl)tetrahydrofuran-2-carbonyl]amino]pyrazine-2-carboxamide FC=1C(=C(C=CC1F)[C@H]1[C@H](O[C@]([C@@H]1C)(C(F)(F)F)C)C(=O)NC1=CN=CC(=N1)C(=O)N)OC